Tetrahydrofuran-3-ylmethyl-[(3-{2-chloro-4-fluoro-5-[3-methyl-2,6-dioxo-4-(trifluoromethyl)-3,6-dihydropyrimidin-1(2H)-yl] phenoxy} pyridin-2-yl)oxy] acetat C(C)(=O)OOC1=NC=CC(=C1OC1=C(C=C(C(=C1)N1C(N(C(=CC1=O)C(F)(F)F)C)=O)F)Cl)CC1COCC1